ethyl 2-imino-2-((2-oxopyrrolidin-1-yl)amino)acetate N=C(C(=O)OCC)NN1C(CCC1)=O